tri-isopropoxyzirconium C(C)(C)O[Zr](OC(C)C)OC(C)C